fluorenylmethyl carbonate C(OCC1=CC=CC=2C3=CC=CC=C3CC12)([O-])=O